acetyl-L-lactic Acid C(C)(=O)[C@](C(=O)O)(O)C